tetratriacontan-1-yl nonatriacontanoate C(CCCCCCCCCCCCCCCCCCCCCCCCCCCCCCCCCCCCCC)(=O)OCCCCCCCCCCCCCCCCCCCCCCCCCCCCCCCCCC